CCCCCCCCCCCCCC/C=C\OC[C@H](COP(=O)(O)OC[C@@H](C(=O)O)N)OC(=O)CCCCCCCCCCCCC 1-(1Z-hexadecenyl)-2-tetradecanoyl-glycero-3-phosphoserine